C(#C)O 1-ACETYLENOL